6-(7,8-dimethyl-3-(trifluoromethyl)-[1,2,4]triazolo[4,3-b]pyridazin-6-yl)-3-(1-ethyl-1H-pyrazol-4-yl)-5,6,7,8-tetrahydro-1,6-naphthyridine CC1=C(C=2N(N=C1N1CC=3C=C(C=NC3CC1)C=1C=NN(C1)CC)C(=NN2)C(F)(F)F)C